N-(5-(3-(2,2-dimethylpyrrolidin-1-yl)propanamido)-2-methylpyridin-3-yl)-7-(2-morpholinopyridin-4-yl)-[1,2,4]triazolo[4,3-a]pyridine-3-carboxamide CC1(N(CCC1)CCC(=O)NC=1C=C(C(=NC1)C)NC(=O)C1=NN=C2N1C=CC(=C2)C2=CC(=NC=C2)N2CCOCC2)C